C1(CC1)C[C@H]1C(N(CCN1)[C@H](C(=O)N1CCC(CC1)CC(=O)N)CC1CC1)=O (1-{(S)-2-[(S)-3-(Cyclopropylmethyl)-2-oxo-1-piperazinyl]-3-cyclopropylpropionyl}-4-piperidyl)acetamide